1,7-dimethylbenzopyrrole CN1C=CC2=C1C(=CC=C2)C